CN(C)CC=1C=C(C=C(C1)OCCCCCCCCCCCC=CCC=CCCCCCCCC(=O)[O-])OCCCCCCCCCCCC=CC\C=C/CCCCCCCC(=O)[O-] 12'(Z)-((5-((dimethylamino)methyl)-1,3-phenylene)bis(oxy))bis(hexane-6,1-diyl)bis(octadeca-9,12-dienoate)